ClC1=C(N=NC=C1Cl)NCC1CC1 4,5-dichloro-N-cyclopropylmethylpyridazine-3-amine